N-[5-[[[2-bromo-6-chloro-4-[1,2,2,3,3,3-hexafluoro-1-(trifluoromethyl)propyl]phenyl]amino]-carbonyl]-2-cyano-phenyl]-4-cyano-2-methyl-benzamide BrC1=C(C(=CC(=C1)C(C(C(F)(F)F)(F)F)(C(F)(F)F)F)Cl)NC(=O)C=1C=CC(=C(C1)NC(C1=C(C=C(C=C1)C#N)C)=O)C#N